1,3,4,5,6-pentaacetyl-D-fructose C(C)(=O)C(O)C(=O)[C@@](O)([C@](O)([C@](O)(C(O)C(C)=O)C(C)=O)C(C)=O)C(C)=O